N-(4-(1H-imidazol-1-yl)benzyl)-N-(3-methoxybenzyl)-4-((2-(3-methoxybenzyloxy)ethoxy)methyl)oxazol-2-amine N1(C=NC=C1)C1=CC=C(CN(C=2OC=C(N2)COCCOCC2=CC(=CC=C2)OC)CC2=CC(=CC=C2)OC)C=C1